FC=1C=C(C=C(C1)F)C=1NC(=NN1)CNC1=NC(=NC=2N1N=CC2C(F)(F)F)N2CCOCC2 N-{[5-(3,5-difluorophenyl)-4H-1,2,4-triazol-3-yl]methyl}-2-(morpholin-4-yl)-8-(trifluoromethyl)pyrazolo[1,5-a][1,3,5]triazin-4-amine